BrCC1=C(C(=O)OC)C=CC=C1C(F)(F)F methyl 2-(bromomethyl)-3-(trifluoromethyl)benzoate